ClC=1C(=NC(=NC1)NC=1C=C(C=NC1)N1C(C2(CC1)CCN(CC2)C(=O)OC(C)(C)C)=O)N2C[C@H](CCC2)O tert-butyl (S)-2-(5-((5-chloro-4-(3-hydroxypiperidin-1-yl)pyrimidin-2-yl)amino)pyridin-3-yl)-1-oxo-2,8-diazaspiro[4.5]decane-8-carboxylate